C(C1=CC=CC=C1)N(C1=NC=NC(=C1[N+](=O)[O-])NC1CCC2(OCCO2)CC1)CC1=CC=CC=C1 N4,N4-dibenzyl-5-nitro-N6-(1,4-dioxaspiro[4.5]decan-8-yl)pyrimidine-4,6-diamine